O[C@H](COC=1C=NC(=NC1)N1C[C@H](N([C@H](C1)C)C(=O)OC1CC2(CN(C2)CC2=CC=CC=C2)C1)C)C 2-benzyl-2-azaspiro[3.3]heptan-6-yl (2R,6S)-4-{5-[(2S)-2-hydroxypropoxy] pyrimidin-2-yl}-2,6-dimethylpiperazine-1-carboxylate